N-(5-((6-((R)-3-(2',4'-difluoro-[1,1'-biphenyl]-3-yl)-isoxazolidin-2-yl)-pyrimidin-4-yl)-amino)-2-((S)-3,4-dimethylpiperazin-1-yl)-4-methoxy-phenyl)acrylamide FC1=C(C=CC(=C1)F)C1=CC(=CC=C1)[C@@H]1N(OCC1)C1=CC(=NC=N1)NC=1C(=CC(=C(C1)NC(C=C)=O)N1C[C@@H](N(CC1)C)C)OC